ClCC=1C=NC(=NC1)C(F)(F)F 5-(chloromethyl)-2-(trifluoromethyl)pyrimidine